tert-butyl-3-butenate C(C)(C)(C)OC(CC=C)=O